6-chloro-8-({4-[1-cyclopropyl-4-(trifluoromethyl)imidazol-2-yl]phenyl}methyl)-2-(4-cyclopropyl-6-methoxypyrimidin-5-yl)pyrido[2,3-d]pyrimidin-7-one ClC1=CC2=C(N=C(N=C2)C=2C(=NC=NC2OC)C2CC2)N(C1=O)CC1=CC=C(C=C1)C=1N(C=C(N1)C(F)(F)F)C1CC1